C(=C)SC=1SC2=C(N1)C=CC(=C2)SC2=CC=CC=C2 2-vinylthio-6-phenylthiobenzothiazole